C(C)N(CCNC(C(CCSCCC(=O)OCC(CCCCCCCCCCCC)CCCCCCCCCC)NC(C(CCCCCCCC)CCCCCC)=O)=O)CC 2-decyltetradecyl 3-((4-((2-(diethylamino)ethyl)amino)-3-(2-hexyldecanamido)-4-oxobutyl)thio)propanoate